4-((8-(1H-Indazol-5-yl)-2,3-dihydro-4H-pyrido[4,3-b][1,4]thiazin-4-yl)sulfonyl)benzonitrile N1N=CC2=CC(=CC=C12)C1=CN=CC2=C1SCCN2S(=O)(=O)C2=CC=C(C#N)C=C2